N1N=C(C=2C1=CN=CC2)C2=CC=C1CCCN(C1=C2)C(C=C)=O 1-(7-{1H-pyrazolo[3,4-c]pyridin-3-yl}-3,4-dihydro-2H-quinolin-1-yl)prop-2-en-1-one